(R)-2-(naphthalen-2-ylseleno)-1-phenylethan-1-ol C1=C(C=CC2=CC=CC=C12)[Se]C[C@H](O)C1=CC=CC=C1